C1(CCCCCC1)[C@@]1(C(NC2=C(C(=CC=C12)F)F)=O)C1=CC=C(C=C1)B(O)O (R)-(4-(3-cycloheptyl-6,7-difluoro-2-oxoindolin-3-yl)phenyl)boronic acid